THIOPHENECARBOXAMIDE C1=CSC(=C1)C(=O)N